(R)-2-(1-(cyclopropylmethyl)-6-(1-(3,3-difluoroazetidine-1-carboxamido)ethyl)-1H-pyrrolo[2,3-b]pyridin-2-yl)-7-methoxy-1-methyl-1H-benzo[d]imidazole-5-carboxylic acid C1(CC1)CN1C(=CC=2C1=NC(=CC2)[C@@H](C)NC(=O)N2CC(C2)(F)F)C2=NC1=C(N2C)C(=CC(=C1)C(=O)O)OC